C(C)C=1N(C2=CC(=CC=C2C(C1)=O)B1OC(C(O1)(C)C)(C)C)C(C)C 2-ethyl-1-isopropyl-7-(4,4,5,5-tetramethyl-1,3,2-dioxaborolan-2-yl)quinolin-4(1H)-one